2-(difluoromethoxy)-4-[4-(difluoromethoxy)-6-(1-ethylpyrazol-4-yl)-2-methylindazol-3-yl]-6-methoxybenzamide FC(OC1=C(C(=O)N)C(=CC(=C1)C=1N(N=C2C=C(C=C(C12)OC(F)F)C=1C=NN(C1)CC)C)OC)F